BrC=1C=CC(=NC1)[C@H](CCl)O (R)-1-(5-bromo-pyridin-2-yl)-2-chloro-ethanol